CC(CBr)CCCC(=C)C 2,6-dimethyl-6-heptenyl bromide